1,3-bis(diisopropylamino)-2-aza-propane C(C)(C)N(CNCN(C(C)C)C(C)C)C(C)C